(R)-N-(5-(5-ethyl-1,2,4-oxadiazol-3-yl)-2,3-dihydro-1H-inden-1-yl)pyrimidine-4-carboxamide C(C)C1=NC(=NO1)C=1C=C2CC[C@H](C2=CC1)NC(=O)C1=NC=NC=C1